N-(2-chloroethyl)-10-(4-(2-fluoro-5-((4-oxo-3,4-dihydrophthalazin-1-yl)methyl)benzoyl)piperazin-1-yl)-10-oxodecanamide ClCCNC(CCCCCCCCC(=O)N1CCN(CC1)C(C1=C(C=CC(=C1)CC1=NNC(C2=CC=CC=C12)=O)F)=O)=O